(S)-N-(4-(4-amino-7-methyl-7H-pyrrolo[2,3-d]pyrimidin-5-yl)phenyl)-2-(3-fluorophenyl)-2-hydroxyacetamide NC=1C2=C(N=CN1)N(C=C2C2=CC=C(C=C2)NC([C@@H](O)C2=CC(=CC=C2)F)=O)C